2-[[5-bromo-2-[4-[2-[2-[2-[2-[2-[2-[2-(3-methoxy-4-nitro-pyrazol-1-yl)ethoxy]ethoxy]ethoxy]ethoxy]ethoxy]ethoxy]ethylsulfamoyl]anilino]pyrimidin-4-yl]amino]-6-fluoro-benzamide BrC=1C(=NC(=NC1)NC1=CC=C(C=C1)S(NCCOCCOCCOCCOCCOCCOCCN1N=C(C(=C1)[N+](=O)[O-])OC)(=O)=O)NC1=C(C(=O)N)C(=CC=C1)F